tert-Butyl (R)-6-fluoro-2-(2-(3-fluoropyrrolidin-1-yl)pyrimidin-5-yl)-1H-indole-1-carboxylate FC1=CC=C2C=C(N(C2=C1)C(=O)OC(C)(C)C)C=1C=NC(=NC1)N1C[C@@H](CC1)F